C(CCCCCCCCCCC)(=O)[O-].C(CCCCCCCCCCC)(=O)[O-].[Cu+2] Copper bis(dodecanoate)